C(C)N1C(NC2=C(C1=O)SC(=C2)CN2C1CN(CC2CC1)C=1C=CC(=NC1F)C(=O)NC)=O 5-(8-((3-ethyl-2,4-dioxo-1,2,3,4-tetrahydrothieno[3,2-d]pyrimidin-6-yl)methyl)-3,8-diazabicyclo[3.2.1]octan-3-yl)-6-fluoro-N-methylpicolinamide